2-bromo-5-(2-(tetrahydro-2H-pyran-2-yloxy)ethoxy)-4-(trifluoromethyl)pyridine BrC1=NC=C(C(=C1)C(F)(F)F)OCCOC1OCCCC1